C1(=CC=CC=C1)N1C(=CC=C1)\C=C/1\C(NC(S1)=O)=O (Z)-5-((1-phenyl-1H-pyrrol-2-yl)methylene)thiazolidin-2,4-dione